O=C1NCC12NCCN(C2)C(=O)OCCCC Butyl 1-Oxo-2,5,8-Triazaspiro[3.5]Nonane-8-Carboxylate